(2S)-3,3,3-trifluoro-2-hydroxy-2-methyl-propanamide FC([C@@](C(=O)N)(C)O)(F)F